3-(5-(4-((1-(4-((1R,2S)-4,4-difluoro-6-hydroxy-2-phenyl-1,2,3,4-tetrahydronaphthalen-1-yl)phenyl)piperidin-4-yl)methyl)piperazin-1-yl)-1-oxoisoindolin-2-yl)piperidine-2,6-dione FC1(C[C@@H]([C@@H](C2=CC=C(C=C12)O)C1=CC=C(C=C1)N1CCC(CC1)CN1CCN(CC1)C=1C=C2CN(C(C2=CC1)=O)C1C(NC(CC1)=O)=O)C1=CC=CC=C1)F